(R,6R)-N'-(((S)-2-fluoro-1,2,3,5,6,7-hexahydro-s-indacen-4-yl)carbamoyl)-6-methyl-6,7-dihydro-5H-pyrazolo[5,1-b][1,3]oxazine-3-sulfonimidamide F[C@H]1CC2=CC=3CCCC3C(=C2C1)NC(=O)N=[S@](=O)(N)C=1C=NN2C1OC[C@@H](C2)C